ClC1=CC(=C(N=N1)C(=O)NC([2H])([2H])[2H])NC1=CC=CC2=C1N(CC=1C=CC=NC21)C 6-chloro-N-(methyl-d3)-4-((6-methyl-5,6-dihydrobenzo[h][1,6]naphthyridin-7-yl)amino)pyridazine-3-carboxamide